C(C\C=C\CC)[Mg]Br (3E)-3-hexenyl-magnesium bromide